cyclopentadienyl-ruthenium(II) C1(C=CC=C1)[Ru+]